C(C)(=O)O.C(C)(C)(C)OC(C)(C)C monotert-butyl ether acetate